6-[3-(5-fluoro-6-methyl-2-pyridyl)-1H-pyrazol-4-yl]-N-[2-(4-isopropylpiperazin-1-yl)ethyl]-1,5-naphthyridin-3-amine FC=1C=CC(=NC1C)C1=NNC=C1C=1N=C2C=C(C=NC2=CC1)NCCN1CCN(CC1)C(C)C